C(C)(=O)OC1N(CC(C=C1)=O)C(=O)OC(C)(C)C tert-Butyl 2-acetoxy-5-oxo-5,6-dihydropyridine-1(2H)-carboxylate